5-{(3S)-5-fluoro-7-hydroxy-3-[(3-methoxypropyl)amino]-3,4-dihydro-2H-1-benzothiopyran-6-yl}-1λ6,2,5-thiadiazolidine-1,3-dione FC1=C(C(=CC2=C1C[C@@H](CS2)NCCCOC)O)N2CC(N[SH2]2=O)=O